C(C)OC(=C)C1=NC(=CC=C1[N+](=O)[O-])OC 2-(1-ethoxyvinyl)-6-methoxy-3-nitropyridine